CN(CCCN=C=NCC)C (3-(dimethyl-amino)propyl)-N'-ethylcarbodiimide